(Ethane-1,2-diyl)di(ethane-1,2-diamine) C(CC(CN)N)C(CN)N